C(CCC)OC(=O)Cl butoxyformyl chloride